[BH4-].[NH4+].[Na] sodium ammonium borohydride